C(C)OP(OCC)(=O)CS(=O)(=O)C1=CC=C(C=C1)NC(=O)C1=NC(=CN=C1N)C1=CC=C(C=C1)C.BrC=1C=C(C(=NC1)C=1N=C2N(C=NC(=C2)SC(F)(F)F)C1)S(=O)(=O)CC 5-bromo-3-(ethanesulfonyl)-2-[7-[(trifluoromethyl)thio]imidazo[1,2-c]pyrimidin-2-yl]pyridine diethyl-(((4-(3-amino-6-(p-tolyl)pyrazine-2-carboxamido)phenyl)sulfonyl)methyl)phosphonate